(4-(3-(4-fluorophenyl)-1,2,4-oxadiazol-5-yl)-2-nitrophenyl)piperazine-1-carboxylic acid tert-butyl ester C(C)(C)(C)OC(=O)N1C(CNCC1)C1=C(C=C(C=C1)C1=NC(=NO1)C1=CC=C(C=C1)F)[N+](=O)[O-]